COC1=CC=C(CN2CCNCC2)C=C1 1-(4-methoxybenzyl)piperazine